(3R,4R)-N-(isoquinolin-5-yl)-4-(1,3-thiazol-2-yl)pyrrolidine-3-carboxamide dihydrochloride Cl.Cl.C1=NC=CC2=C(C=CC=C12)NC(=O)[C@H]1CNC[C@@H]1C=1SC=CN1